ClC=1C=C(C=CC1N(CC(=O)OCC)CC(=O)OCC)C1=NC(=NC(=N1)C(Cl)(Cl)Cl)C(Cl)(Cl)Cl 4-[m-chloro-p-N,N-bis(ethoxycarbonylmethyl)aminophenyl]-2,6-bis(trichloromethyl)-s-triazine